bromo-2''-methyldispiro[1,3-dioxolane-2,1'-cyclohexane-4',3''-indole] BrC1=C2C3(C(=NC2=CC=C1)C)CCC1(CC3)OCCO1